(3-((2-bromo-4-(perfluoroisopropyl)-6-(difluoromethoxy)phenyl)carbamoyl)-2-fluorophenyl)glycine ethyl ester C(C)OC(CNC1=C(C(=CC=C1)C(NC1=C(C=C(C=C1OC(F)F)C(C(F)(F)F)(C(F)(F)F)F)Br)=O)F)=O